6-chloro-N4,N4-dimethylpyridine-3,4-diamine ClC1=CC(=C(C=N1)N)N(C)C